ClC(=C)C(F)(F)F cis-monochlorotrifluoropropene